methyl (1S,3R)-2-(2-chloroacetyl)-1-(4-((4,4-diphenylbutyl) carbamoyl) phenyl)-2,3,4,9-tetrahydro-1H-pyrido[3,4-b]indole-3-carboxylate ClCC(=O)N1[C@H](C=2NC3=CC=CC=C3C2C[C@@H]1C(=O)OC)C1=CC=C(C=C1)C(NCCCC(C1=CC=CC=C1)C1=CC=CC=C1)=O